rac-2-ethyl-1-(2-nitropyridin-3-yl)piperidin-4-ol C(C)C1N(CCC(C1)O)C=1C(=NC=CC1)[N+](=O)[O-]